(±)-N-tritylmethanesulfinamide C(C1=CC=CC=C1)(C1=CC=CC=C1)(C1=CC=CC=C1)N[S@](=O)C |r|